COC1=CC=C(COCCOC2=C(C(=O)O)C=CC=C2)C=C1 2-(2-((4-methoxybenzyl)oxy)ethoxy)benzoic acid